(R)-1-(3-(bis(4-methoxyphenyl)(phenyl)methoxy)-2-hydroxypropyl)-3-(6-(tert-butyldimethylsilyloxy)hexyl)urea COC1=CC=C(C=C1)C(OC[C@@H](CNC(=O)NCCCCCCO[Si](C)(C)C(C)(C)C)O)(C1=CC=CC=C1)C1=CC=C(C=C1)OC